ClCCCCCCCN1C=NC=C1 1-(7-chloroheptyl)-1H-imidazole